N(=[N+]=[N-])CC1=CC=CC(=N1)C=O 6-(azidomethyl)-2-pyridinecarboxaldehyde